di-tert-butyl[3,6-dimethoxy-2',4',6-tri(propan-2-yl)biphenyl-2-yl]phosphine C(C)(C)(C)P(C1=C(C(CC=C1OC)(C(C)C)OC)C1=C(C=C(C=C1)C(C)C)C(C)C)C(C)(C)C